OC=1C=C2C(=NNC2=CC1)C=O 5-HYDROXY-1H-INDAZOLE-3-CARBOXALDEHYDE